O[C@@H](C(=O)[O-])[C@H](C(=O)[O-])O.[Na+].[Na+] sodium (2r,3r)-2,3-dihydroxysuccinate